tert-Butyl 3-(4-(methylthio)quinazolin-6-yl)-3-(2-oxoethyl)azetidine-1-carboxylate CSC1=NC=NC2=CC=C(C=C12)C1(CN(C1)C(=O)OC(C)(C)C)CC=O